ClC1=C(C(=CC=C1)C)N1N=CC2=C1COC[C@H]2NC(=O)C=2N=CN1C2CCCC1 (S)-N-(1-(2-chloro-6-methylphenyl)-1,4,5,7-tetrahydropyrano[3,4-c]pyrazol-4-yl)-5,6,7,8-tetrahydroimidazo[1,5-a]pyridine-1-carboxamide